3-CHLORO-4-METHOXYPHENYLBORONIC ACID ClC=1C=C(C=CC1OC)B(O)O